NC(C[C@H](NC(OCC1=COC=C1CN(NC)C)=O)C(NCCOCCOCCC(N([C@H](C(=O)[O-])C)C)=O)=O)=O (5S,18S)-5-(2-amino-2-oxoethyl)-1-(4-((1,2-dimethylhydrazinyl)methyl)furan-3-yl)-17,18-dimethyl-3,6,16-trioxo-2,10,13-trioxa-4,7,17-triazanonadecan-19-oate